S1C(=CC=C1)[SeH] thiophene-2-selenol